tert-Butyl N-(2-oxaspiro[3.3]heptan-6-ylcarbamothioyl)carbamate C1OCC12CC(C2)NC(=S)NC(OC(C)(C)C)=O